benzyl 2-(triphenyl-λ5-phosphanylidene)acetate C1(=CC=CC=C1)P(=CC(=O)OCC1=CC=CC=C1)(C1=CC=CC=C1)C1=CC=CC=C1